(1R,3r)-1-(2-bromo-6-(difluoromethoxy)phenyl)-7-chloro-2,3-dihydro-1H-benzo[d]pyrrolo[1,2-a]imidazol-3-amine BrC1=C(C(=CC=C1)OC(F)F)[C@H]1C[C@H](C=2N1C1=C(N2)C=CC(=C1)Cl)N